3-((3-(2-aminoethyl)-5-methoxyphenyl)amino)-6-ethyl-5-((tetrahydro-2H-pyran-4-yl)amino)pyrazine-2-carboxamide NCCC=1C=C(C=C(C1)OC)NC=1C(=NC(=C(N1)NC1CCOCC1)CC)C(=O)N